methyl 9-(2-fluorophenyl)-3-methyl-16-thia-2,4,5,8-tetraazatetracyclo[8.6.0.02,6.011,15]hexadeca-1(10),3,5,8,11(15)-pentaene-13-carboxylate FC1=C(C=CC=C1)C1=NCC2=NN=C(N2C=2SC=3CC(CC3C12)C(=O)OC)C